Cl.C(C)C(CC)NC1=C(C(=NC(=C1)C)OC1=C(C=C(C=C1C)C)C)C N-(1-ethylpropyl)-3,6-dimethyl-2-(2,4,6-trimethylphenoxy)-4-pyridineamine hydrochloride